2-methoxy-6-(1-methyl-1H-imidazol-4-yl)pyridine-4-sulfonate COC1=NC(=CC(=C1)S(=O)(=O)[O-])C=1N=CN(C1)C